[N+](=O)([O-])C=1C(=C(C(=O)C2=CC=CC=C2)C(=C(C1C(C)(C)C)[N+](=O)[O-])C)C 3,5-dinitro-2,6-dimethyl-4-tert-butylbenzophenone